N(=C=O)CC1CSCC1CN=C=O 3,4-diisocyanatomethyl-tetrahydrothiophene